4-(6-(6-((6-methoxypyridin-3-yl)methyl)-3,6-diazabicyclo[3.1.1]hept-3-yl)pyridin-3-yl)-6-(pyrrolidin-1-yl)pyrazolo[1,5-a]pyridine-3-carbonitrile COC1=CC=C(C=N1)CN1C2CN(CC1C2)C2=CC=C(C=N2)C=2C=1N(C=C(C2)N2CCCC2)N=CC1C#N